Allyl 4-[[(3R,5S)-5-[[4-(7-methylsulfonyl-1H-indol-3-yl)-5-(trifluoromethyl) pyrimidin-2-yl] amino]-3-piperidyl]oxymethyl]piperidine-1-carboxylate CS(=O)(=O)C=1C=CC=C2C(=CNC12)C1=NC(=NC=C1C(F)(F)F)N[C@H]1C[C@H](CNC1)OCC1CCN(CC1)C(=O)OCC=C